ethylene glycol monobutyl ETHER ACETATE C(C)(=O)OCCOCCCC